1-[3-(3-{5-[(R)-(1,3-dimethyl-azetidin-3-yl)-hydroxy-(4-isopropyl-phenyl)-methyl]-pyridin-3-yl}-[1,2,4]Oxadiazol-5-ylmethyl)-piperidin-1-yl]-ethanone CN1CC(C1)(C)[C@@](C=1C=C(C=NC1)C1=NOC(=N1)CC1CN(CCC1)C(C)=O)(C1=CC=C(C=C1)C(C)C)O